N1CCC(CC1)C1=CC=CC(=N1)OCC1=C(C=C(C=C1)C(C)=O)C(F)(F)F 1-(4-(((6-(piperidin-4-yl)pyridin-2-yl)oxy)methyl)-3-(trifluoromethyl)-phenyl)ethan-1-one